[5-(Sulfanylmethyl)furan-2-yl]methanethiol SCC1=CC=C(O1)CS